5-bromo-3-((1-(((tert-butyldiphenylsilyl)oxy)methyl)cyclopropyl)methyl)-2-iodo-1H-indole BrC=1C=C2C(=C(NC2=CC1)I)CC1(CC1)CO[Si](C1=CC=CC=C1)(C1=CC=CC=C1)C(C)(C)C